ClC=1C(=C(C=CC1)/C(/C(=O)OC)=C\OC)CBr (E)-methyl 2-[3-chloro-2-(bromomethyl) phenyl]-3-methoxy-prop-2-enoate